isopentenyl-caffeic acid C(CC(=C)C)/C(/C(=O)O)=C\C1=CC(O)=C(O)C=C1